O=S1(C2=C(OCCN1C1=CC=C(C=C1)C(F)(F)F)C=CC(=C2)NC(=O)C=2N=CSC2C(C)C)=O N-(1,1-dioxido-2-(4-(trifluoromethyl)phenyl)-3,4-dihydro-2H-benzo[b][1,4,5]oxathiazepin-8-yl)-5-isopropylthiazole-4-carboxamide